ClC=1C(=C(C(=NC1)N)OC)C chloro-3-methoxy-4-methylpyridin-2-amine